N-(4-methoxyphenyl)-p-toluenesulfonamide COC1=CC=C(C=C1)NS(=O)(=O)C1=CC=C(C)C=C1